FC1(CC2(CC(C2)N2C(N([C@H](C2)C#N)C2=CN=CC3=CC=CC=C23)=O)C1)F (R)-1-(6,6-difluorospiro[3.3]hept-2-yl)-3-(isoquinolin-4-yl)-2-oxoimidazoline-4-carbonitrile